C(C1=CC=CC=C1)NO BENZYL-HYDROXYLAMINE